Cl.NCCN(C1CCN(CC1)C(=O)OCC1=CC=CC=C1)C(=O)OCC1=CC=CC=C1 benzyl 4-((2-aminoethyl)((benzyloxy)carbonyl)amino)piperidine-1-carboxylate hydrogen chloride salt